C1(CCCC2=CC=CC=C12)NC=1C2=C(N=CN1)SC=C2 N-Tetralin-1-ylthieno[2,3-d]pyrimidin-4-amine